O=C1NC(CCC1N1CC2=CC(=C(C=C2C1)N1CC2N(C(C1)C2)CC2CCN(CC2)CCOC2=CC=C(C=C2)C(=C(CC)C2=CC=CC=C2)C2=CC=CC=C2)F)=O 2-(2,6-dioxopiperidin-3-yl)-5-(6-((1-(2-(4-(1,2-diphenylbut-1-en-1-yl)phenoxy)ethyl)piperidin-4-yl)methyl)-3,6-diazabicyclo[3.1.1]heptane-3-yl)-6-fluoroisoindoline